(5-chloro-1-methyl-1H-pyrazol-4-yl)-4-(tributylstannyl)pyrimidin-2-amine ClC1=C(C=NN1C)C=1C(=NC(=NC1)N)[Sn](CCCC)(CCCC)CCCC